3-Bromo-2-[(2-bromoethyl)thio]benzaldehyde BrC=1C(=C(C=O)C=CC1)SCCBr